1-(3-(hydroxymethyl)phenyl)-3-phenylurea OCC=1C=C(C=CC1)NC(=O)NC1=CC=CC=C1